2-methoxy-4-methylsulfonyl-N-prop-2-ynyl-aniline COC1=C(NCC#C)C=CC(=C1)S(=O)(=O)C